C(C)(C)S(=O)(=O)C=1C=C(C(=O)N2CC3(C4=CC(=CC=C24)NS(=O)(=O)C)CCC2(CC3)CC2)C=CC1 N-(1''-(3-(isopropylsulfonyl)benzoyl)dispiro[cyclopropane-1,1'-cyclohexane-4',3''-indolin]-5''-yl)methanesulfonamide